CN(C)CC=1C(=C2C(C(=COC2=CC1OC)C1=C(C=CC=C1)OC)=O)O 6-[(Dimethylamino)methyl]-5-hydroxy-7-methoxy-3-(2-methoxyphenyl)-4H-chromen-4-one